N1CC(C1)N1C([C@@H]2N(C(C1)=O)CC[C@@H](C2)C2=C(C=C(C(=C2)Cl)Cl)O)=O (8S,9aR)-2-(azetidin-3-yl)-8-(4,5-dichloro-2-hydroxyphenyl)hexahydro-4H-pyrido[1,2-a]pyrazine-1,4(6H)-dione